C(C)(C)C1=C2C(=NN1C1OCCCC1)C(=CS2)C 3-isopropyl-6-methyl-2-(tetrahydro-2H-pyran-2-yl)-2H-thieno[3,2-c]pyrazole